(+/-)-trans-methyl 3-((2-(5-fluoro-1-tosyl-1H-pyrrolo[2,3-b]pyridine-3-yl)-6-(thiophen-2-yl)pyrimidin-4-yl)amino)bicyclo[2.2.2]octane-2-carboxylate FC=1C=C2C(=NC1)N(C=C2C2=NC(=CC(=N2)NC2C(C1CCC2CC1)C(=O)OC)C=1SC=CC1)S(=O)(=O)C1=CC=C(C)C=C1